1,1,3,3-tetramethyl-2-isopropyl-disilazane C[SiH](N([SiH](C)C)C(C)C)C